N-(5-(2-(4-(5-(difluoromethyl)-1,3,4-oxadiazol-2-yl)-2,6-difluorobenzyl)-2H-tetrazol-5-yl)-2-hydroxyphenyl)morpholine-4-carboxamide FC(C1=NN=C(O1)C1=CC(=C(CN2N=C(N=N2)C=2C=CC(=C(C2)NC(=O)N2CCOCC2)O)C(=C1)F)F)F